1-{2-[6-(2-Azetidin-1-yl-pyridin-4-yl)-pyrimidin-4-ylamino]-ethyl}-7-fluoro-4-methoxy-1H-indol-2-carbonitril N1(CCC1)C1=NC=CC(=C1)C1=CC(=NC=N1)NCCN1C(=CC2=C(C=CC(=C12)F)OC)C#N